C[C@H]1CC[C@H](N1)CCNC(O[C@H]1[C@H](NC[C@@H]1O)CC1=CC=C(C=C1)C1=CN=CO1)=O (2R,3S,4S)-4-hydroxy-2-{[4-(1,3-oxazol-5-yl)phenyl]methyl}pyrrolidin-3-yl N-{2-[(2S,5S)-5-methylpyrrolidin-2-yl]ethyl}carbamate